C1(CC1)CNC1=C2C=C(N=CC2=CC(=N1)C1=C(C(=CC(=C1F)OC)OC)F)NC1=C(C=CC=C1C)NC(C=C)=O N-(2-((5-((cyclopropylmethyl)amino)-7-(2,6-difluoro-3,5-dimethoxyphenyl)-2,6-naphthyridin-3-yl)amino)-3-methylphenyl)acrylamide